COC1=C(C=CC(=C1)N1C(CCC1)=O)NC=1N=C(C2=C(N1)NC=C2C#N)NC2COC2 2-((2-methoxy-4-(2-oxopyrrolidin-1-yl)phenyl)amino)-4-(oxetan-3-ylamino)-7H-pyrrolo[2,3-d]pyrimidine-5-carbonitrile